BrC=1C=CC(=NC1C(C)C)N 5-bromo-6-isopropylpyridin-2-amine